sec-pentyl methyl ether COC(C)CCC